(1R,4s)-4-(8-(2-chloro-4-cyano-6-fluorophenylamino)-2-(((1S,2S)-2-hydroxycyclohexyl)methylamino)-9H-purin-9-yl)cyclohexanecarboxamide ClC1=C(C(=CC(=C1)C#N)F)NC=1N(C2=NC(=NC=C2N1)NC[C@H]1[C@H](CCCC1)O)C1CCC(CC1)C(=O)N